C(C)N(C1[C@H](CNCC1)F)CC (3S)-N,N-diethyl-3-fluoropiperidin-4-amine